NC1=NC=CC(=C1)C1=CNC=2N=CN=C(C21)NCC2=NC(=CC=C2)N(C)CCOC 5-(2-aminopyridin-4-yl)-N-((6-((2-methoxyethyl)(methyl)amino)pyridin-2-yl)methyl)-7H-pyrrolo[2,3-d]pyrimidin-4-amine